C(C)S(=O)(=O)O.C(=C)CC(C)[Na] vinyl-2-propyl-sodium ethanesulfonate